CC1=C(C=C(N)C=C1)C1=NN2C(C=N1)=CC=C2 4-methyl-3-(pyrrolo[2,1-f][1,2,4]triazin-2-yl)aniline